C(=O)C=1C=CC=C2CCN=CC12 8-formyl-3,4-dihydroisoquinoline